(1H-pyrrolo[3,2-b]pyridin-5-yl)carbamic acid tert-butyl ester C(C)(C)(C)OC(NC1=CC=C2C(=N1)C=CN2)=O